ClC1=CC(=NC=N1)OC1=CC=C(C=C1)[C@H](CN(C(C)=O)C)O (R)-N-(2-(4-((6-Chloropyrimidin-4-yl)oxy)phenyl)-2-hydroxyethyl)-N-methylacetamide